nickel (II) phosphorus [P+3].[Ni+2]